C(C)C1=CC=C(C=C1)C(=C)CC(=O)N (1-(4-ethylphenyl)vinyl)acetamide